COC=1C=C(C=CC1NCC#CC=1N(C2=CC=CC(=C2C1)NC1CCC(CC1)N1C[C@H]([C@@H](C1)O)O)CC(F)(F)F)S(=O)(=O)N 3-methoxy-4-{[3-(4-{[(1r,4r)-4-[(3R,4R)-3,4-dihydroxypyrrolidin-1-yl]cyclohexyl]amino}-1-(2,2,2-trifluoroethyl)-1H-indol-2-yl)prop-2-yn-1-yl]amino}benzene-1-sulfonamide